Farnesyl phenyl-sulphonate C1(=CC=CC=C1)S(=O)(=O)OCC=C(C)CCC=C(C)CCC=C(C)C